2,6-Dimethoxy-3-(5-(2,6-difluorobenzyl)-tetrazol-1-yl)-pyrazine COC1=NC(=CN=C1N1N=NN=C1CC1=C(C=CC=C1F)F)OC